C(NC1=C(C=CC=C1C(C)C(C)C)C(C)C(C)C)NC1=C(C=CC=C1C(C)C(C)C)C(C)C(C)C methylenebis(2,6-di(sec-isoamyl)aniline)